(S)-5-(3-(1-(5-fluoro-3-methylbenzofuran-2-yl)-2-methylpropyl)ureido)-N,N-dimethylpicolinamide FC=1C=CC2=C(C(=C(O2)[C@H](C(C)C)NC(NC=2C=CC(=NC2)C(=O)N(C)C)=O)C)C1